C(C)(C)(C)OC(=O)N[C@@H]1[C@@H](N(CCC1)C(=O)OCC1=CC=CC=C1)COC1CCC(CC1)C1=C(C=CC=C1)OS(=O)(=O)C(F)(F)F benzyl (2R,3S)-3-((tert-butoxycarbonyl)amino)-2-((((1s,4S)-4-(2-(((trifluoromethyl)sulfonyl)oxy)phenyl)cyclohexyl)oxy)methyl)piperidine-1-carboxylate